CC1=C(C=C(C=C1Cl)NC(C)=O)Cl N-[4-methyl-3,5-dichlorophenyl]acetamide